3-amino-4-fluoro-N-(6-(4-isopropyl-4H-1,2,4-triazol-3-yl)pyridin-2-yl)-1H-indazole-1-carboxamide NC1=NN(C2=CC=CC(=C12)F)C(=O)NC1=NC(=CC=C1)C1=NN=CN1C(C)C